(E)-6-((6-chloro-2-methyl-2H-indazol-5-yl)imino)-3-((1-(methyl-d3)-1H-1,2,4-triazol-3-yl)methyl)-1-(2,4,5-trifluorobenzyl)-1,3,5-triazinE-2,4-dione ClC=1C(=CC2=CN(N=C2C1)C)\N=C\1/NC(N(C(N1CC1=C(C=C(C(=C1)F)F)F)=O)CC1=NN(C=N1)C([2H])([2H])[2H])=O